(3R,4S)-4-METHOXYHEPT-6-ENE-3-SULFONAMIDE CO[C@H]([C@@H](CC)S(=O)(=O)N)CC=C